3-(2,4'-dichlorobenzhydryloxy)-N-(cyclopropylmethyl)azetidine-1-carboxamide ClC1=C(C(C2=CC=C(C=C2)Cl)OC2CN(C2)C(=O)NCC2CC2)C=CC=C1